2-(1-cyclopropylethyl)pyrazole-3-carboxylic acid C1(CC1)C(C)N1N=CC=C1C(=O)O